2H,4H,5H-pyrazolo[4,3-c]Pyridin-4-one N=1NC=C2C(NC=CC21)=O